2-bromoquinoline BrC1=NC2=CC=CC=C2C=C1